ClC1=C(C=C2N=CC=NC2=C1)CNC=1C=NC=CC1N1[C@@H](CNCC1)C (R)-N-((7-chloroquinoxalin-6-yl)methyl)-4-(2-methylpiperazin-1-yl)pyridin-3-amine